FC=1C=CC(=C(C(=O)N(C(C)C)C(C)C)C1)OC=1C(=NC=NC1)N1CC2(C1)CCN(CC2)C(=O)[C@H]2N[C@@H]1CC([C@H]2CC1)=C([2H])[2H] 5-fluoro-2-[(4-{7-[(1S,3S,4R)-5-(2H2)methylidene-2-azabicyclo[2.2.2]octan-3-carbonyl]-2,7-diazaspiro[3.5]nonan-2-yl}pyrimidin-5-yl)oxy]-N,N-di(propan-2-yl)benzamide